C1(=CC=CC=C1)C=1OC(=NN1)C1=C(C=C(C=C1)Cl)Cl 2-phenyl-5-(2,4-dichlorophenyl)-1,3,4-oxadiazole